N1=C(C=CC=C1)C(=O)O.N1=C(C=CC=C1)C(=O)O picolinic acid (picolinate)